CN(C=1N=C(C(=NC1CC)C(=O)N)NC1=CC(=CC(=C1)F)O[C@@H](CNC(C(C)N(C(\C=C\CN(C)C)=O)C)=O)C)C 5-(dimethylamino)-3-((3-(((2R)-1-(2-((E)-4-(dimethylamino)-N-methylbut-2-enamido)propanamido)propan-2-yl)oxy)-5-fluorophenyl)amino)-6-ethylpyrazine-2-carboxamide